ClCC(=O)NC1=C(C=CC=C1C)C 2-chloro-N-(2,6-xylyl)acetamide